C(C=1C(O)=CC=CC1)(=O)O.O water salicylate